[Na+].ClCCCS(=O)(=O)[O-] 3-chloropropanesulfonic acid sodium salt